7-(4-amino-2-fluorophenoxy)-1-isopropyl-1,3-dihydro-2H-imidazo[4,5-b]pyridine-2-one NC1=CC(=C(OC2=C3C(=NC=C2)NC(N3C(C)C)=O)C=C1)F